FC1(CC(C(C1)O)OC1=C(C=C(C=C1)[N+](=O)[O-])F)F 4,4-difluoro-2-(2-fluoro-4-nitrophenoxy)cyclopentanol